(S)-2-(3-(5-(2-cyanoacetylamino)pyrazin-2-yl)phenyl)-N-(5-cyanothiazol-2-yl)propanamide C(#N)CC(=O)NC=1N=CC(=NC1)C=1C=C(C=CC1)[C@@H](C(=O)NC=1SC(=CN1)C#N)C